COC1=CC=C(C=C1)C1=C(C=2C(=NC=C3C2N(C(N3C)=O)C3C[C@@H]2CCC(C3)N2C(=O)NC)N1)C=1C=C2C=NN(C2=CC1)C (1S)-3-(7-(4-Methoxyphenyl)-3-methyl-8-(1-methyl-1H-indazol-5-yl)-2-oxo-3,6-dihydroimidazo[4,5-d]pyrrolo[2,3-b]pyridin-1(2H)-yl)-N-methyl-8-azabicyclo[3.2.1]octan-8-carboxamid